O1CCN(CC1)CC(=O)N1CCC2(C(C2)CNC(=O)N2CC=3C=NC=CC3C2)CC1 N-[[6-(2-morpholinoacetyl)-6-azaspiro[2.5]octan-2-yl]methyl]-1,3-dihydropyrrolo[3,4-c]pyridine-2-carboxamide